1,1-bis[4-(2-acryloyloxyethoxy)phenyl]indane C(C=C)(=O)OCCOC1=CC=C(C=C1)C1(CCC2=CC=CC=C12)C1=CC=C(C=C1)OCCOC(C=C)=O